C(C)(=O)O[C@H]1[C@H](O[C@@H]([C@@H]([C@H]1OC(C)=O)OC(C)=O)Br)CF [(2S,3R,4S,5R,6R)-4,5-diacetoxy-6-bromo-2-(fluoromethyl)tetrahydropyran-3-yl] acetate